OCCS(=O)(=O)CCNC(=O)C1=CC2=C(N(C(=N2)NC=2SC3=C(N2)C=CC(=C3)Cl)C)C=C1 2-(6-Chloro-benzothiazol-2-ylamino)-1-methyl-1H-benzoimidazole-5-carboxylic acid [2-(2-hydroxy-ethanesulfonyl)-ethyl]-amide